N1=CC(=CC=C1)C=1SC(=CN1)C1=CC=CC(=N1)C1=NC=CC=N1 2-[6-[2-(3-pyridinyl)-5-thiazolyl]-2-pyridinyl]pyrimidine